[O-2].[Fe+2].[Ni+2].[Ag+] silver-nickel-iron oxide